N1(CNCC1)CCC(=O)[O-] 1-imidazolidinepropionate